COCCN1N=C2C=CC(=CC2=C1)C1=NN(C(=C1)C)C1CC2(CN(C2)C(=O)OCCCC)C1 butyl 6-(3-(2-(2-methoxyethyl)-2H-indazol-5-yl)-5-methyl-1H-pyrazol-1-yl)-2-azaspiro[3.3]heptane-2-carboxylate